6-chloro-N-(3-chloro-4-((1-methyl-1H-benzo[d]imidazol-5-yl)oxy)phenyl)pyrido[3,2-d]pyrimidin-4-amine ClC=1C=CC=2N=CN=C(C2N1)NC1=CC(=C(C=C1)OC1=CC2=C(N(C=N2)C)C=C1)Cl